ClC1=CC=C(OC2=C(C=C(C=C2F)S(=O)(=O)N2[C@H]([C@@H]3CC[C@H](C2)N3C(=O)OCCOC)C(NO)=O)F)C=C1 (1S,2R,5R)-2-methoxyethyl 3-((4-(4-chlorophenoxy)-3,5-difluorophenyl)sulfonyl)-2-(hydroxycarbamoyl)-3,8-diazabicyclo[3.2.1]octane-8-carboxylate